N,N'-di-sec-butyl-N,N'-dinitroso-1,4-phenylenediamine C(C)(CC)N(C1=CC=C(C=C1)N(N=O)C(C)CC)N=O